phenothiazine-5-one C1=CC=CC=2S(C3=CC=CC=C3NC12)=O